(R)-2-Bromo-6-(2-(4-bromo-2-fluorophenyl)-2-hydroxyethoxy)phenol BrC1=C(C(=CC=C1)OC[C@H](O)C1=C(C=C(C=C1)Br)F)O